C(C)[C@@H](C=O)CCCC r-2-ethylhexanal